C1(=CC(=CC(=C1)C(=O)N)C(=O)N)C(=O)N 1,3,5-benzenetriamide